methyl (2S)-3,3-dicyclopropyl-2-[[2-(3-methylsulfanylpropyl)pyrazole-3-carbonyl]amino]propanoate C1(CC1)C([C@@H](C(=O)OC)NC(=O)C=1N(N=CC1)CCCSC)C1CC1